Cl.FC1=CC(=CC2=C1N=C(S2)NC(=O)[C@H]2CNCCC2)F (3R)-N-(4,6-difluoro-1,3-benzothiazol-2-yl)piperidine-3-carboxamide hydrochloride